5-Amino-3-(pyridin-1-ium-2-ylmethyl)-1,2,3-oxadiazol-3-ium chloride [Cl-].NC1=C[N+](=NO1)CC1=[NH+]C=CC=C1.[Cl-]